(2R)-2-[3-(3-cyclopropyl-5-methylisoxazol-4-yl)-1,2,4-oxadiazol-5-yl]-1,1-difluoro-6-azaspiro[2.5]octane-6-sulfonamide C1(CC1)C1=NOC(=C1C1=NOC(=N1)[C@@H]1C(C12CCN(CC2)S(=O)(=O)N)(F)F)C